NC(CC(=O)O)C1=CC2=CC=CC=C2C=C1 3-amino-3-(2-naphthyl)propionic acid